ClC1=C(C=CC(=C1)Cl)C(CO)CCC 2-(2,4-dichlorophenyl)pentanol